1-(2-hydroxyethoxy)-2-[(2-hydroxyethyl)amino]-5-nitrobenZene OCCOC1=C(C=CC(=C1)[N+](=O)[O-])NCCO